OC1CC(OC1)(C(=O)N)C(=O)N 4-hydroxy-oxolane-2,2-dicarboxamide